(R)-(4-(3-(4,4-difluorocyclohexyl)-6,7-difluoro-2-oxoindolin-3-yl)-2-fluorophenyl)boronic acid FC1(CCC(CC1)[C@@]1(C(NC2=C(C(=CC=C12)F)F)=O)C1=CC(=C(C=C1)B(O)O)F)F